C1(=CC=CC=C1)C1CNCC12CCC2 8-phenyl-6-azaspiro[3.4]octane